2-{[(1S)-1-(4-{4-[4-(2,3-dihydroxypropanoyl)piperazin-1-yl]tetrahydro-2H-pyran-4-yl}phenyl)ethyl]amino}-8-(propan-2-yl)pyrido[2,3-d]pyrimidin-7(8H)-one OC(C(=O)N1CCN(CC1)C1(CCOCC1)C1=CC=C(C=C1)[C@H](C)NC=1N=CC2=C(N1)N(C(C=C2)=O)C(C)C)CO